C(C)P(CC)CC triethyl-Phosphine